FC1=CC=C(C(=O)C=2OC(=CC2)C(C2=CC=C(C=C2)F)=O)C=C1 2,5-Bis(4-fluorobenzoyl)furan